5-ethynyl-6-fluoro-4-(8-fluoro-4-(methyl(((R)-pyrrolidin-2-yl)methyl)amino)-2-(8-methyl-3,8-diazabicyclo[3.2.1]octan-3-yl)pyrido[4,3-d]pyrimidin-7-yl)naphthalen-2-ol C(#C)C1=C2C(=CC(=CC2=CC=C1F)O)C1=C(C=2N=C(N=C(C2C=N1)N(C[C@@H]1NCCC1)C)N1CC2CCC(C1)N2C)F